COC(C1=CC(=NC=C1)C1=CCCC1)=O 2-(Cyclopent-1-en-1-yl)isonicotinic acid methyl ester